FC(C1(CC1)C1=CC=C(C=C1)NC(=O)N1[C@H](CCC1)C(=O)NC1=CC=C(C=C1)C1=CC=C(C=C1)C(=O)[O-])(F)F.[NH4+] ammonium 4'-{[1-({4-[1-(trifluoromethyl)cyclopropyl]phenyl} carbamoyl)-D-prolyl]amino}[1,1'-biphenyl]-4-carboxylate